1-(4-(5-(chlorodifluoromethyl)-1,2,4-oxadiazol-3-yl)phenyl)-2-((4-methoxybenzyl)thio)ethan-1-one ClC(C1=NC(=NO1)C1=CC=C(C=C1)C(CSCC1=CC=C(C=C1)OC)=O)(F)F